CNC1=NC(=NC=C1C(F)(F)F)NC1=C2C=NNC2=C(C=C1)C N4-methyl-N2-(7-methyl-1H-indazol-4-yl)-5-(trifluoromethyl)pyrimidine-2,4-diamine